2-chloro-6-(4-isopropylpiperazin-1-yl)aniline ClC1=C(N)C(=CC=C1)N1CCN(CC1)C(C)C